(2R,4R)-6-chloro-N-{3-[2-(4-chlorophenyl)-1,3-thiazol-4-yl]bicyclo[1.1.1]pentan-1-yl}-4-hydroxy-3,4-dihydro-2H-1-benzopyran-2-carboxamide ClC=1C=CC2=C([C@@H](C[C@@H](O2)C(=O)NC23CC(C2)(C3)C=3N=C(SC3)C3=CC=C(C=C3)Cl)O)C1